cyclopropan-1-carboxamide C1(CC1)C(=O)N